2-(4-(trifluoromethoxy)phenyl)thiazole-5-carboxaldehyde FC(OC1=CC=C(C=C1)C=1SC(=CN1)C=O)(F)F